BrC=1C=C2C=C(C(N(C2=NC1)CC1=CC=C(C=C1)F)=O)C(=O)N[C@H](C)C1=CC=C(C=C1)F 6-bromo-N-[(1R)-1-(4-fluorophenyl)ethyl]-1-[(4-fluorophenyl)methyl]-2-oxo-1,8-naphthyridine-3-carboxamide